C(=CC=CCC=CCC=CCC=CC=CCCC)O octadecatrien-6,9,12-trien-1-ol